tert-butyl-6-amino-3-{2-chloro-6-fluoro-3-[N-(3-fluoropropanesulfonyl)3-fluoropropanesulfonamido]phenoxy}-2-methylbenzoate C(C)(C)(C)OC(C1=C(C(=CC=C1N)OC1=C(C(=CC=C1F)N(S(=O)(=O)CCCF)S(=O)(=O)CCCF)Cl)C)=O